(S)-2-((6-((4-Chloro-2-fluorobenzyl)oxy)-1,3,4,5-tetrahydro-2H-pyrido[4,3-b]indol-2-yl)methyl)-1-(oxetan-2-ylmethyl)-1H-benzo[d]imidazole-6-carboxylic acid ClC1=CC(=C(COC2=CC=CC=3C4=C(NC23)CCN(C4)CC4=NC2=C(N4C[C@H]4OCC4)C=C(C=C2)C(=O)O)C=C1)F